CCCC1CCCCC1CC The molecule is a cycloalkane that is cyclohexane substituted by an ethyl and a propyl group at positions 1 and 2 respectively. Metabolite observed in cancer metabolism. It has a role as a human metabolite. It derives from a hydride of a cyclohexane.